tert-butyl (R)-(8-((5-bromo-2,3-dihydro-1H-inden-1-yl)(methyl)carbamoyl)-7-fluoroimidazo[1,5-a]quinoxalin-4-yl)carbamate BrC=1C=C2CC[C@H](C2=CC1)N(C(=O)C1=C(C=C2N=C(C=3N(C2=C1)C=NC3)NC(OC(C)(C)C)=O)F)C